4-bromo-7-phenyl-1,10-phenanthroline BrC1=CC=NC2=C3N=CC=C(C3=CC=C12)C1=CC=CC=C1